C(CC(C)C)C=1N=C(N(C1)C(=O)N)OC1=CC=CC=C1 iso-Pentyl-2-phenoxy-1H-imidazole-1-carboxamide